4-(2-(difluoromethoxy)propan-2-yl)-N-(4-methyl-3-(7-(methylamino)-1,6-naphthyridin-3-yl)phenyl)picolinamide FC(OC(C)(C)C1=CC(=NC=C1)C(=O)NC1=CC(=C(C=C1)C)C=1C=NC2=CC(=NC=C2C1)NC)F